1,3,5,7-tetranitro-1,3,5,7-tetraazacyclooctane [N+](=O)([O-])N1CN(CN(CN(C1)[N+](=O)[O-])[N+](=O)[O-])[N+](=O)[O-]